1,5-naphthoquinone C1(C=CC=C2C(C=CC=C12)=O)=O